C(CCC)C1=C(N=C(C=2NC3=CC=CC=C3C12)C)C(=O)NCCO butyl-1-methyl-N-(2-hydroxy)ethyl-beta-carboline-3-carboxamide